1-hentriacontene C=CCCCCCCCCCCCCCCCCCCCCCCCCCCCCC